C(C)(C)(C)OC(=O)C1(CC2(CC2)[C@H]([C@@H]1CC1=C(C(=CC=C1)Br)F)NS(=O)(=O)CC)F (6S,7S)-6-(3-bromo-2-fluorobenzyl)-7-(ethylsulphonamido)-5-fluorospiro[2.4]heptane-5-carboxylic acid tert-butyl ester